(R)-4-((6'-Chloro-5-((4,4-difluoropiperidin-1-yl)methyl)-3-fluoro-[2,3'-bipyridin]-4'-yl)amino)butan-2-ol ClC1=CC(=C(C=N1)C1=NC=C(C=C1F)CN1CCC(CC1)(F)F)NCC[C@@H](C)O